acetic acid [(2R,3R,4R,5R)-4-acetoxy-2-[[2-cyanoethoxy-(diisopropylamino)-phosphanyl] oxymethyl]-5-[2-(2-methylpropanamido)-6-oxo-1H-purin-9-yl] tetrahydrofuran-3-yl] ester C(C)(=O)O[C@@H]1[C@@H]([C@H](O[C@H]1N1C=2N=C(NC(C2N=C1)=O)NC(C(C)C)=O)COP(N(C(C)C)C(C)C)OCCC#N)OC(C)=O